C(C)C1=CC=C(S1)CCO 2-(5-Ethyl-2-thienyl)ethanol